C(C1=CC=CC=C1)OC(=O)N[C@@H](CSC1C=C(CCC1C(C)C)C)C(=O)OCC ethyl N-((benzyloxy)carbonyl)-S-(6-isopropyl-3-methylcyclohex-2-en-1-yl)cysteinate